ClC1=CC=C(C(=N1)C=1N=NN(N1)C)NC(C)C=1C=C(C=C2C(N(C=3N(C12)C=NC3C(=O)N(C([2H])([2H])[2H])C([2H])([2H])[2H])C)=O)C 9-(1-((6-chloro-2-(2-methyl-2H-tetrazol-5-yl)pyridin-3-yl)amino)ethyl)-4,7-dimethyl-N,N-bis(methyl-d3)-5-oxo-4,5-dihydroimidazo[1,5-a]quinazoline-3-carboxamide